N-[2-[(2R)-1-[5-(6-ethoxypyrazin-2-yl)pyridine-2-carbonyl]pyrrolidin-2-yl]pyridin-4-yl]cyclopropanesulfonamide C(C)OC1=CN=CC(=N1)C=1C=CC(=NC1)C(=O)N1[C@H](CCC1)C1=NC=CC(=C1)NS(=O)(=O)C1CC1